ClC=1C(=NC=C(C1)F)OC1CC2(CN(C2)C(=O)N2CC3(C2)NS(CC3)(=O)=O)C1 [6-[(3-chloro-5-fluoro-2-pyridyl)oxy]-2-azaspiro[3.3]heptan-2-yl]-(6,6-dioxo-6lambda6-thia-2,5-diazaspiro[3.4]octan-2-yl)methanone